C(CCC)N1CC(=CC(C1)C)C=1C=NC=C(C1)Cl 1-butyl-5'-chloro-5-methyl-1,2,5,6-tetrahydro-3,3'-bipyridine